COC(=O)C1=C(N(C(C=C1C(=C)C1=CC=CC=C1)=O)C)NC1=C(C=C(C=C1)Br)F ((4-bromo-2-fluorophenyl)amino)-1-methyl-6-oxo-4-(1-phenylvinyl)-1,6-dihydropyridine-3-carboxylic acid methyl ester